racemic-2-(((3-butyl-3-methyl-7-(methylsulfanyl)-1,1-dioxido-5-phenyl-2,3,4,5-tetrahydro-1,5-benzothiazepin-8-yl)methyl)thio)acetic acid C(CCC)[C@]1(CS(C2=C(N(C1)C1=CC=CC=C1)C=C(C(=C2)CSCC(=O)O)SC)(=O)=O)C |r|